(3aS,4S,6R,6aR)-6-(4-methoxyphenyl)-2,2-dimethyl-tetrahydro-3aH-cyclopenta[d][1,3]dioxol-4-ol COC1=CC=C(C=C1)[C@H]1C[C@@H]([C@H]2[C@@H]1OC(O2)(C)C)O